(R)-3-(6-(piperidin-3-ylamino)imidazo[1,2-a]pyridin-3-yl)benzenesulfonamide N1C[C@@H](CCC1)NC=1C=CC=2N(C1)C(=CN2)C=2C=C(C=CC2)S(=O)(=O)N